allyl-2,4-di-O-benzoyl-β-D-mannopyranose C(C=C)[C@]1(O)[C@@H](OC(C2=CC=CC=C2)=O)[C@@H](O)[C@H](OC(C2=CC=CC=C2)=O)[C@H](O1)CO